CN1N=C(C=C(C1=O)N1CCOCC1)C1=NN(C2=CC=C(C=C12)S(=O)(=O)C)C1OCCCC1 2-methyl-6-(5-(methylsulfonyl)-1-(tetrahydro-2H-pyran-2-yl)-1H-indazol-3-yl)-4-(N-morpholinyl)pyridazin-3(2H)-one